4-(2-((3-fluorophenyl)sulfonyl)propan-2-yl)-N-(3-fluoro-pyridin-4-yl)piperidine-1-carboxamide FC=1C=C(C=CC1)S(=O)(=O)C(C)(C)C1CCN(CC1)C(=O)NC1=C(C=NC=C1)F